S1C2=C(C=C1)C=C(C=C2)C2=CC=C(C=C2)N(C(=O)C2CCCCC2)C2=CC(=CC=C2)C=2C=NN(C2)C2CC2 N-(4-(benzo[b]thiophen-5-yl)phenyl)-N-(3-(1-cyclopropyl-1H-pyrazol-4-yl)phenyl)cyclohexanamide